(3S,4R,5R,6S)-1-(5-{2-[2-(3,5-difluorophenyl)-1,3-thiazol-4-yl]ethoxy}pentyl)-3,4,5,6-azepanetetrol FC=1C=C(C=C(C1)F)C=1SC=C(N1)CCOCCCCCN1C[C@@H]([C@H]([C@@H]([C@H](C1)O)O)O)O